C[Si](C)(C)N(O)CC trimethylsilyl-ethyl-hydroxylamine